1-(2,6-bis(bis(2-methoxyethyl)amino)-8-(4-methoxypiperidin-1-yl)pyrimido[5,4-d]pyrimidin-4-yl)piperidin-4-ol COCCN(C=1N=C(C2=C(N1)C(=NC(=N2)N(CCOC)CCOC)N2CCC(CC2)OC)N2CCC(CC2)O)CCOC